N-(5-(6-(3-chlorophenyl)-1-oxo-3,4-dihydroisoquinolin-2(1H)-yl)-2-((2-methoxyethoxy)methoxy)phenyl)methanesulfonamide ClC=1C=C(C=CC1)C=1C=C2CCN(C(C2=CC1)=O)C=1C=CC(=C(C1)NS(=O)(=O)C)OCOCCOC